1-methyl-4-carbonyl-1,4-dihydro-1,6-naphthyridine-2-carboxylic acid ethyl ester C(C)OC(=O)C=1N(C2=CC=NC=C2C(C1)=C=O)C